7-bromo-6-cyclopropyl-2-[3-ethylsulfonyl-5-(4-fluorophenyl)-2-pyridyl]imidazo[1,2-c]pyrimidin-5-one BrC1=CC=2N(C(N1C1CC1)=O)C=C(N2)C2=NC=C(C=C2S(=O)(=O)CC)C2=CC=C(C=C2)F